COC1=CC=C(C=C1)CNC1=NC(=C(C=C1C(F)(F)F)[N+](=O)[O-])C N-[(4-methoxyphenyl)methyl]-6-methyl-5-nitro-3-(trifluoromethyl)pyridin-2-amine